(2R,4S)-4-hydroxy-1-[(2S)-2-[4-[hydroxy(phenyl)methyl]triazol-1-yl]-3,3-dimethyl-butanoyl]-N-methyl-pyrrolidine-2-carboxamide O[C@H]1C[C@@H](N(C1)C([C@H](C(C)(C)C)N1N=NC(=C1)C(C1=CC=CC=C1)O)=O)C(=O)NC